1-(2-hydroxy-5-(1-((2-methoxyethyl)amino)ethyl)-3-methylphenyl)ethan-1-one OC1=C(C=C(C=C1C)C(C)NCCOC)C(C)=O